BrC1=CC(=NC=N1)NCC=1N=C2N(N=C(C=C2N2C(OCC2)=O)C2CC2)C1 3-(2-(((6-bromopyrimidin-4-yl)amino)methyl)-6-cyclopropylimidazo[1,2-b]pyridazin-8-yl)oxazolidin-2-one